FC1=CC=C(C=C1)C1CC(C(NC1(C)C)=O)C1=CC=CC=C1 5-(4-fluorophenyl)-6,6-dimethyl-3-phenylpiperidin-2-one